CON(C(=O)C1CCN(CCC1)C(=O)OC(C)(C)C)C tert-butyl 4-[methoxy(methyl)carbamoyl]azepane-1-carboxylate